C1(CC1)C=1C=CC=2N(C1)C=C(N2)CN2N=NC(=C2)C(=O)NCC2=C(C(=CC=C2C2=CC=NC=C2)OC)F 1-((6-cyclopropylimidazo[1,2-a]pyridin-2-yl)methyl)-N-(2-fluoro-3-methoxy-6-(pyridin-4-yl)benzyl)-1H-1,2,3-triazole-4-carboxamide